COC1=CC=C(C=C1)CC(=COC(C(=O)OC)(C)C)C methyl 2-((3-(4-methoxyphenyl)-2-methylprop-1-en-1-yl)oxy)-2-methylpropanoate